BrC=1C(=C(N)C=CC1)C(F)(F)F 3-bromo-2-(trifluoromethyl)aniline